(1R,2S)-2-[[3-(cyclopentoxymethyl)-4-(3-ethoxy-2-fluoro-phenyl)phenyl]carbamoyl]cyclohexane-carboxylic acid C1(CCCC1)OCC=1C=C(C=CC1C1=C(C(=CC=C1)OCC)F)NC(=O)[C@@H]1[C@@H](CCCC1)C(=O)O